(3-chloro-5-(trifluoromethyl)pyridin-2-yl)-6-fluoro-5-hydrazino-benzothiazol-2(3H)-one ClC=1C(=NC=C(C1)C(F)(F)F)N1C(SC2=C1C=C(C(=C2)F)NN)=O